BrC=1C=C(C(=NC1)CCS(=O)(=O)O)C(F)(F)F.C(C)(C)(C)OC(=O)NCCCOCCCCS(=O)(=O)O.CC(=CCN[C@@H](CC1=CNC2=CC=CC=C12)C(=O)O)C Dimethylallyl-Tryptophan 3-[3-(Tert-butoxycarbonylamino)propoxy]propyl-methanesulfonate [5-bromo-3-(trifluoromethyl)-2-pyridyl]methyl-methanesulfonate